4-(2'-fluoro-[1,1'-biphenyl]-4-yl)-N-(1-oxoisoindolin-5-yl)butanamide FC1=C(C=CC=C1)C1=CC=C(C=C1)CCCC(=O)NC=1C=C2CNC(C2=CC1)=O